(3S)-3-Amino-4-oxazolidin-3-yl-4-oxo-butanoic acid N[C@@H](CC(=O)O)C(=O)N1COCC1